tert-butyl (2-(2-(2-(3-((4-(N-(3-(3-chloro-10,11-dihydro-5H-dibenzo[b,f]azepin-5-yl)propyl)sulfamoyl)phenyl)amino)-3-oxopropoxy)ethoxy)ethoxy)ethyl)carbamate ClC=1C=CC2=C(N(C3=C(CC2)C=CC=C3)CCCNS(=O)(=O)C3=CC=C(C=C3)NC(CCOCCOCCOCCNC(OC(C)(C)C)=O)=O)C1